C(C)C1=CC=C(C(=O)NN(C(C)(C)C)C(C2=CC(=CC(=C2)C)C)=O)C=C1 N-(4-ethylbenzoyl)-N'-(3,5-dimethylbenzoyl)-N'-tert-butyl-hydrazine